(3,5-Di-Tert-Butyl-4-Hydroxy-Benzylidene)-Indan-1,3-Dione C(C)(C)(C)C=1C=C(C=C2C(C3=CC=CC=C3C2=O)=O)C=C(C1O)C(C)(C)C